OC1=C(C(=CC(=C1S(=O)(=O)N(C)C)CCC)O)C1=CC(=CC=C1)C 2,6-dihydroxy-N,N,3'-trimethyl-4-propyl-[1,1'-biphenyl]-3-sulfonamide